3-bromo-5-[(pyrrolidin-1-yl)methyl]pyridine BrC=1C=NC=C(C1)CN1CCCC1